C(C)(C)(C)OC(C1=CC=C(C=C1)N1C=CC2=CC=C(C=C12)OCC1=CC=C(C=C1)OC)=O 4-(6-((4-methoxybenzyl)oxy)-1H-indol-1-yl)benzoic acid tert-butyl ester